C(C)OC(=O)C=1C=2N(N=CC1)C=C(N2)C=2C=NC=CC2 2-(pyridine-3-yl)imidazo[1,2-b]Pyridazine-8-carboxylic acid ethyl ester